(3S)-4-[2-cyclohexyl-8-(methoxycarbonyl)-3H,6H,7H,8H,9H-imidazo[4,5-h]isoquinolin-3-yl]-3-(3,4-difluorophenyl)butanoic acid C1(CCCCC1)C1=NC2=C(C=CC=3CCN(CC23)C(=O)OC)N1C[C@@H](CC(=O)O)C1=CC(=C(C=C1)F)F